C(CC(O)(C(=O)O)CC(=O)O)(=O)O.C(CC(O)(C(=O)O)CC(=O)O)(=O)O.N[C@@H](CCCCN)C(=O)O Lysine bis-citric acid salt